C(C1=CC=CC=C1)NC(N(C1=NC=C(C=C1)C=1C=NC(=NC1)OC)[C@@H]1CC[C@H](CC1)NC1=NC=C(C(=N1)NC1COC1)C#N)=O 3-benzyl-1-(trans-4-((5-cyano-4-(oxetan-3-ylamino)pyrimidin-2-yl)amino)cyclohexyl)-1-(5-(2-methoxypyrimidin-5-yl)pyridin-2-yl)urea